NC1=CC=C(C=N1)N1CCN(CC1)CC1=C2CN(CC2=CC=C1)C1C(NC(CC1)=O)=O 4-((4-(6-aminopyridin-3-yl)piperazin-1-yl)methyl)-2-(2,6-dioxopiperidin-3-yl)isoindoline